2-allyl-1-[6-[(Z,1R)-5-fluoro-6-hydroxy-1-methyl-1-triethylsilyloxy-hex-4-enyl]-2-pyridyl]-6-methylsulfanyl-pyrazolo[3,4-d]pyrimidin-3-one C(C=C)N1N(C2=NC(=NC=C2C1=O)SC)C1=NC(=CC=C1)[C@@](CC\C=C(\CO)/F)(O[Si](CC)(CC)CC)C